C(C)N1C(C2=NC(=CC=C2C1=O)NC1=NC=C(C(=N1)N[C@H](CO)C1=CC=CC=C1)C=1OC=NN1)(C)C (S)-6-ethyl-2-((4-((2-hydroxy-1-phenylethyl)amino)-5-(1,3,4-oxadiazol-2-yl)pyrimidin-2-yl)amino)-7,7-dimethyl-6,7-dihydro-5H-pyrrolo[3,4-b]pyridin-5-one